[(E)-3-(5-Bromo-furan-2-yl)-allyliden]-malononitril BrC1=CC=C(O1)/C=C/C=C(C#N)C#N